C(CCCCCCC)[N+]1=C(C(=CC=C1)CC)C 1-(1-octyl)-2-methyl-3-ethylpyridinium